CN1CCN(CC1)C(=O)OCC(=O)N1[C@@H](C[C@H](C1)F)C(N[C@@H](C1=CC=CC=C1)C1=CC(=C(C=C1)C1(CC1)C)F)=O 2-[(2S,4R)-4-fluoro-2-{[(S)-[3-fluoro-4-(1-methylcyclopropyl) phenyl](phenyl) methyl]carbamoyl} pyrrolidin-1-yl]-2-oxoethyl 4-methylpiperazine-1-carboxylate